FC1=C(C(=C(C(=C1F)F)F)F)CN1CCN(CCNCCN(CC1)CC(=O)O)CC(=O)O 2,2'-(4-((perfluorophenyl)methyl)-1,4,7,10-tetraazacyclododecane-1,7-diyl)diacetic acid